rubidium oleate C(CCCCCCC\C=C/CCCCCCCC)(=O)[O-].[Rb+]